ClC1=CC2=C(N(C([C@@H](N=C2C2=CC=CC=C2)C(CC)CC)=O)CC(=O)NS(=O)(=O)C)C=C1 (S)-2-(7-chloro-2-oxo-3-(pent-3-yl)-5-phenyl-2,3-dihydro-1H-benzo[e][1,4]diazepin-1-yl)-N-(methylsulfonyl)acetamide